C1(CC1)C=1C=C(C=2N(C1)C=C(N2)CN2N=NC(=C2)C(=O)O)C2=CN=C(S2)C 1-((6-cyclopropyl-8-(2-methylthiazol-5-yl)imidazo[1,2-a]pyridin-2-yl)methyl)-1H-1,2,3-triazole-4-carboxylic acid